COC1=CC(=C(C=C1)B1OC(C(O1)(C)C)(C)C)CC(F)(F)F 2-(4-methoxy-2-(2,2,2-trifluoroethyl)phenyl)-4,4,5,5-tetramethyl-1,3,2-dioxaborolane